1-cyano-4''-n-pentyl-terphenyl C(#N)C1(CC=CC=C1)C=1C(=CC=CC1)C1=CC=C(C=C1)CCCCC